NC1=NC=2C=CC(=CC2C2=C1COC2)C(=O)N([C@@H]2CCC1=NC(=CC=C12)C(F)(F)F)C 4-amino-N-methyl-N-((5R)-2-(trifluoromethyl)-6,7-dihydro-5H-cyclopenta[b]pyridin-5-yl)-1,3-dihydrofuro[3,4-c]quinoline-8-carboxamide